(S)-N-(1-(2-chloro-4-fluorophenyl)ethyl)-2-(4-oxo-benzo[d][1,2,3]triazin-3(4H)-yl)acetamide ClC1=C(C=CC(=C1)F)[C@H](C)NC(CN1N=NC2=C(C1=O)C=CC=C2)=O